Methyl-4-[[(2R)-2-[4-(2-chloro-4-fluorophenyl)-2-oxo-chromen-7-yl]oxypropanoyl]amino]pyridin CC1=NC=CC(=C1)NC([C@@H](C)OC1=CC=C2C(=CC(OC2=C1)=O)C1=C(C=C(C=C1)F)Cl)=O